C(=O)(O)C([C@H]1CN2CCC1CC2)NC(=O)C2=CC=C(C(=O)NC(C(=O)O)[C@H]1CN3CCC1CC3)C=C2 2-[[4-[[carboxy-[(3R)-quinuclidin-3-yl]methyl]carbamoyl]benzoyl]amino]-2-[(3R)-quinuclidin-3-yl]acetic acid